C(CCCCCCCCCCCCCCCCCCC)C1=CC(NC(N1)=S)=O 6-eicosyl-2-thiouracil